3,5-bis(2,5-dioxopyrrol-1-yl)benzoic acid O=C1N(C(C=C1)=O)C=1C=C(C(=O)O)C=C(C1)N1C(C=CC1=O)=O